C1(CC1)NC(C1=NC(=C(C=C1)N1CCN(CC1)CC=1C=C2C=3C=4N(C(NC3C1F)=O)CCCC4C=N2)C)=O N-Cyclopropyl-5-(4-((7-fluoro-5-oxo-2,3,5,6-tetrahydro-1H-[1,6]naphthyridino[1,8,7-cde]quinazolin-8-yl)methyl)piperazin-1-yl)-6-methylpicolinamide